N2-((3S,4R)-1-cyclopropyl-4-fluoropyrrolidin-3-yl)-N4,5,7-trimethylpyrido[2,3-d]pyrimidine-2,4-diamine C1(CC1)N1C[C@@H]([C@@H](C1)F)NC=1N=C(C2=C(N1)N=C(C=C2C)C)NC